tertiary butyl bromoacetate BrCC(=O)OC(C)(C)C